ClC1=C(C(=O)NCC)C=C(C(=C1)F)NC1=NC(=CC2=C1N(C=N2)C(C)C)C2=CC=C1C(C(N(C1=C2)C2CC(C2)(N2CCCCC2)C)=O)(C)C 2-chloro-5-((6-(3,3-dimethyl-1-((1s,3s)-3-methyl-3-(piperidin-1-yl)cyclobutyl)-2-oxoindolin-6-yl)-3-isopropyl-3H-imidazo[4,5-c]pyridin-4-yl)amino)-N-ethyl-4-fluorobenzamide